(2s,3s,4r,5r)-5-(6-(benzylamino)-2-(5-nitropyridin-3-yl)-9H-purin-9-yl)-3,4-dihydroxy-N-methyltetrahydrofuran-2-carboxamide C(C1=CC=CC=C1)NC1=C2N=CN(C2=NC(=N1)C=1C=NC=C(C1)[N+](=O)[O-])[C@H]1[C@@H]([C@@H]([C@H](O1)C(=O)NC)O)O